1-(2-(1-(4-Chlorophenyl)-2,5-dimethyl-1H-pyrrol-3-yl)-2-oxoethyl)pyridin-1-ium Chloride [Cl-].ClC1=CC=C(C=C1)N1C(=C(C=C1C)C(C[N+]1=CC=CC=C1)=O)C